(2-bromo-5-methylphenyl)(4-methoxybenzyl)sulfane BrC1=C(C=C(C=C1)C)SCC1=CC=C(C=C1)OC